ClC=1C=C2C(=C3C4(NC(NC13)=O)CCCCC4)OC(=C2)CN2CCC(CC2)CCO 5'-chloro-2'-{[4-(2-hydroxyethyl)piperidin-1-yl]methyl}-7',8'-dihydro-6'H-spiro[cyclohexane-1,9'-furo[2,3-f]quinazoline]-7'-one